(S)-5-(2,5-dichloro-4-(5-(8-chloro-6-(trifluoromethyl)imidazo[1,2-a]pyridin-2-yl)-1,2,4-oxadiazol-3-yl)phenoxy)-1-methylpiperidin-2-one ClC1=C(O[C@H]2CCC(N(C2)C)=O)C=C(C(=C1)C1=NOC(=N1)C=1N=C2N(C=C(C=C2Cl)C(F)(F)F)C1)Cl